Cl.C(C)OC(C[C@@H](C=1C=C(C=C(C1F)C)C1=C(C=C(C=C1C)C)C)N)=O (S)-3-amino-3-(4-fluoro-2',4',5,6'-tetramethyl-[1,1'-biphenyl]-3-yl)propionic acid ethyl ester hydrochloride